N[C@H](C(=O)O)CCC(=O)N1C[C@@H](CCC1)N (S)-2-amino-5-((R)-3-aminopiperidin-1-yl)-5-oxopentanoic acid